FC(OC=1C=C(CN)C=CC1)(F)F 3-(trifluoro-methoxy)benzyl-amine